C1(CC1)C(=O)NC1=CC(=C(C(=O)N2C(CN(CC2)C(=O)OC(C)(C)C)C=2SC(=C(N2)C)C)C=C1)N1CCCC1 tert-butyl 4-[4-(cyclopropanecarbonylamino)-2-pyrrolidin-1-ylbenzoyl]-3-(4,5-dimethyl-1,3-thiazol-2-yl)piperazine-1-carboxylate